COC=1C=C2C=C(C(=NC2=CC1)C)C1C(NC(CC1)=O)=O 3-(6-methoxy-2-methylquinolin-3-yl)piperidine-2,6-dione